methyl 6-fluoro-8-(2-hydroxyethyl)-1-methyl-4-carbonyl-1,4-dihydroquinoline-2-carboxylate FC=1C=C2C(C=C(N(C2=C(C1)CCO)C)C(=O)OC)=C=O